4-(1H-benzo[d]imidazol-1-yl)styrene N1(C=NC2=C1C=CC=C2)C2=CC=C(C=C)C=C2